N-[1-(4-Fluorobenzyl)-2,3-dihydro-1H-indol-5-yl]-3,3-dimethylbutyramide FC1=CC=C(CN2CCC3=CC(=CC=C23)NC(CC(C)(C)C)=O)C=C1